[3-(trimethylsilyl)propyl]silane C[Si](CCC[SiH3])(C)C